The molecule is a 3-nitrotyrosine comprising L-tyrosine having a nitro group at the 3-position on the phenyl ring. It is a L-tyrosine derivative, a non-proteinogenic L-alpha-amino acid and a 3-nitrotyrosine. It is an enantiomer of a 3-nitro-D-tyrosine. C1=CC(=C(C=C1C[C@@H](C(=O)O)N)[N+](=O)[O-])O